ClC1=CC=C(N=N1)NC1CC(CC1)C(=O)OC Methyl 3-((6-chloropyridazin-3-yl)amino)cyclopentane-1-carboxylate